2-((1-benzylpiperidin-4-yl)methyl)-4-(4-fluorophenyl)pyridazin-3(2H)-one hydrochloride Cl.C(C1=CC=CC=C1)N1CCC(CC1)CN1N=CC=C(C1=O)C1=CC=C(C=C1)F